2-((6-(6-(pyridin-2-yl)-1,2,4,5-tetrazin-3-yl)pyridin-3-yl)methoxy)ethyl 4-nitrobenzenesulfonate [N+](=O)([O-])C1=CC=C(C=C1)S(=O)(=O)OCCOCC=1C=NC(=CC1)C=1N=NC(=NN1)C1=NC=CC=C1